C(C)OC(=O)C1=C(NC(=C1C)C(=O)OCC)C.N[C@H](C(=O)NC1=C(C(=C(C=C1)I)Cl)C(C1=C(C=CC=C1F)F)=O)C (2S)-2-amino-N-[3-chloro-2-(2,6-difluorobenzoyl)-4-iodo-phenyl]propanamide ethyl-2,4-dimethyl-5-(ethoxycarbonyl)-3-pyrrolecarboxylate